[Al].[Cr].[Ni].[Co].[Fe] iron-cobalt-nickel-chromium-aluminum